4-((5-Aminopentyl)amino)-2-(2,6-dioxopiperidin-3-yl)isoindoline-1,3-dione hydrochloride Cl.NCCCCCNC1=C2C(N(C(C2=CC=C1)=O)C1C(NC(CC1)=O)=O)=O